propylmethylmethoxybenzofuran C(CC)C1=CC=CC2=C1C(=C(O2)OC)C